C(CCCCC)[N+]1=CC=CC=C1 1-(1-hexyl)pyridinium